propyl(cyclopropyl)carbamate C(CC)OC(NC1CC1)=O